isobutyl-α-cyanoacrylate C(C(C)C)OC(C(=C)C#N)=O